N-(4-((4-(7-Chlorochinolin-4-yl)piperazin-1-yl)sulfonyl)phenyl)acetamid ClC1=CC=C2C(=CC=NC2=C1)N1CCN(CC1)S(=O)(=O)C1=CC=C(C=C1)NC(C)=O